morpholinoketone O1CCN(CC1)C(=O)N1CCOCC1